N-iso-Pentyl-2-methoxy-4-(tetrahydro-2H-pyran-4-yl)-1H-imidazole-1-carboxamide C(CC(C)C)NC(=O)N1C(=NC(=C1)C1CCOCC1)OC